N-(5,6-dichloro-3-pyridinyl)carbamic acid tert-butyl ester C(C)(C)(C)OC(NC=1C=NC(=C(C1)Cl)Cl)=O